CC1=NN(C(=C1)C)C1=CC=C(C=N1)S(=O)(=O)NC=1C(=CC=C2C=NN(C12)C)OC 6-(3,5-DIMETHYL-1H-PYRAZOL-1-YL)-N-(6-METHOXY-1-METHYL-1H-INDAZOL-7-YL)PYRIDINE-3-SULFONAMIDE